CC1CC(C1)(C1=NN=CN1C)C=1C=C(C=CC1)N1C(C2=CC(=CC(=C2C1)C(F)(F)F)CN1C[C@H](CCC1)C)=O 2-(3-((1S,3R)-3-methyl-1-(4-methyl-4H-1,2,4-triazol-3-yl)cyclobutyl)phenyl)-6-(((S)-3-methylpiperidin-1-yl)methyl)-4-(trifluoromethyl)isoindolin-1-one